C(CCCCCCCC=CCCCCCC)(=O)[O-] 9-hexadecenoate